4-[3-(4-dimethylamino-phenyl)-1H-pyrazol-5-yl]-2-bromopyridine CN(C1=CC=C(C=C1)C1=NNC(=C1)C1=CC(=NC=C1)Br)C